N-benzyl-6-chloro-1-(tetrahydro-2H-pyran-2-yl)-1H-pyrazolo[4,3-c]pyridin-3-amine C(C1=CC=CC=C1)NC1=NN(C2=C1C=NC(=C2)Cl)C2OCCCC2